NC1=C(C=C(C(=O)OC)C=C1NC[C@H]1OCC1)OC1CN(CC1)C methyl 4-amino-3-((1-methylpyrrolidin-3-yl)oxy)-5-((((S)-oxetan-2-yl)methyl)amino)benzoate